OCC[N+](C)(C)C[18F] [18F]-fluorocholine